3-amino-1-(3-(2-hydroxyethoxy)phenyl)propan-1-ol NCCC(O)C1=CC(=CC=C1)OCCO